6-(cyclopropylmethyl)-6H-thieno[2,3-b]pyrrole-5-carboxylic acid ethyl ester C(C)OC(=O)C1=CC2=C(N1CC1CC1)SC=C2